1-(2-thienyl)-1,3-butanedione S1C(=CC=C1)C(CC(C)=O)=O